4-methyl-6-ferrocenyl-8-furanyl-coumarin CC1=CC(OC2=C(C=C(C=C12)[C-]1C=CC=C1)C=1OC=CC1)=O.[CH-]1C=CC=C1.[Fe+2]